(S)-Methyl 3-((tert-Butoxycarbonyl)amino)-4,4-difluorocyclopent-1-enecarboxylate C(C)(C)(C)OC(=O)N[C@H]1C=C(CC1(F)F)C(=O)OC